bis(3,4-dicarboxyphenyl)Methan C(=O)(O)C=1C=C(C=CC1C(=O)O)CC1=CC(=C(C=C1)C(=O)O)C(=O)O